C(CCCCCCCCCC(C)C)C1=C(C=CC=C1)S(=O)(=O)O.C1(=CC=CC=C1)S(=O)(=O)OCCCCCCCCCCC(C)C isotridecyl benzenesulfonate (isotridecyl benzenesulfonate)